CCCCC/C=C\\C/C=C\\C/C=C\\C/C=C\\CCCCCCCCCCCC(=O)CC(=O)SCCNC(=O)CCNC(=O)[C@@H](C(C)(C)COP(=O)([O-])OP(=O)([O-])OC[C@@H]1[C@H]([C@H]([C@@H](O1)N2C=NC3=C(N=CN=C32)N)O)OP(=O)([O-])[O-])O The molecule is a 3-oxo-fatty acyl-CoA(4-) arising from deprotonation of the phosphate and diphosphate functions of (15Z,18Z,21Z,24Z)-3-oxotriacontatetraenoyl-CoA. It is a 3-oxo-fatty acyl-CoA(4-), an 11,12-saturated fatty acyl-CoA(4-) and an ultra-long-chain 3-oxoacyl-CoA(4-). It is a conjugate base of a (15Z,18Z,21Z,24Z)-3-oxotriacontatetraenoyl-CoA.